C1OCC12N=CCN(C2)C(=O)OC(C)(C)C tert-butyl 2-oxa-5,8-diazaspiro[3.5]nonene-8-carboxylate